2-methyl-1,3,5-hexatriene CC(=C)C=CC=C